COCCOC=1C=C2C(=NC=NC2=CC1OCCOC)NC1=C(C=C(C=C1)C(C(=O)N)(C1=CC=CC=C1)N1C(C2=CC=CC=C2C1)=O)F (4-((6,7-bis(2-methoxyethoxy)quinazolin-4-yl)amino)-3-fluorophenyl)-2-(1-oxoisoindolin-2-yl)-2-phenylacetamide